3-(2,6-bis(benzyloxy)pyridin-3-yl)-1-methyl-1H-indazol-7-ol C(C1=CC=CC=C1)OC1=NC(=CC=C1C1=NN(C2=C(C=CC=C12)O)C)OCC1=CC=CC=C1